ClP(=O)(Cl)CCP(=O)(Cl)Cl 1,2-bis(dichlorophosphoryl)-ethane